CN(CCNC(=O)C1=CC(=NC(=C1)C(=O)NCCCN(CCCCCCCCC(=O)OC(CC)CCCCC)CCCCCCCCC(=O)OC(CC)CCCCC)C(=O)NCCCN(CCCCCCCCC(=O)OC(CC)CCCCC)CCCCCCCCC(=O)OC(CC)CCCCC)C tetra(octan-3-yl) 9,9',9'',9'''-((((4-((2-(dimethylamino)ethyl)carbamoyl)pyridine-2,6-dicarbonyl)bis(azanediyl))bis(propane-3,1-diyl))bis(azanetriyl))tetranonanoate